N-(7-Methoxy-4-phenyl-1H-benzoimidazol-2-yl)-6-morpholin-4-yl-nicotinamide COC1=CC=C(C2=C1NC(=N2)NC(C2=CN=C(C=C2)N2CCOCC2)=O)C2=CC=CC=C2